3-[[4-[(3S)-3-(tert-Butoxycarbonylamino)-5-methyl-hexyl]-6-(2,6-dimethylphenyl)pyrimidin-2-yl]sulfamoyl]benzoic acid C(C)(C)(C)OC(=O)N[C@@H](CCC1=NC(=NC(=C1)C1=C(C=CC=C1C)C)NS(=O)(=O)C=1C=C(C(=O)O)C=CC1)CC(C)C